methyl cis-3-(benzimidazol-1-yl)cyclobutanecarboxylate N1(C=NC2=C1C=CC=C2)[C@H]2C[C@H](C2)C(=O)OC